octyl heptanoate Octyl-heptanoate C(CCCCCCC)OC(CCCCCC)=O.C(CCCCCC)(=O)OCCCCCCCC